Cl.N[C@@H](C(C)C)C(=O)OCCOCCNC(=O)C1=CC2=C(N(C(=N2)NC=2OC3=C(N2)C=CC=C3)C)C=C1 |r| 2-(2-(2-(benzo[d]-oxazol-2-ylamino)-1-methyl-1H-benzo[d]-imidazole-5-carboxamido)-ethoxy)ethyl DL-valinate hydrochloride